tert-butyl 3-((7-chloro-8-fluoro-2-(((2R,7aS)-2-fluorotetrahydro-1H-pyrrolizin-7a(5H)-yl)methoxy)pyrido[4,3-d]pyrimidin-4-yl)(methyl)amino)-2-methylpyrrolidine-1-carboxylate ClC1=C(C=2N=C(N=C(C2C=N1)N(C1C(N(CC1)C(=O)OC(C)(C)C)C)C)OC[C@]12CCCN2C[C@@H](C1)F)F